N-((3R,5R)-5-fluoro-1-methylpiperidin-3-yl)-1-(2-fluoro-4-methoxyphenyl)pyrido[3,4-d]pyridazin-4-amine F[C@@H]1C[C@H](CN(C1)C)NC=1N=NC(=C2C1C=NC=C2)C2=C(C=C(C=C2)OC)F